CN(C(CN1CCC(CC1)N1C(NC2=C1C(=CC(=C2)C=2C=C(C=1N(C2)N=CN1)C)C)=O)=O)C N,N-Dimethyl-2-(4-(7-methyl-5-(8-methyl-[1,2,4]triazolo[1,5-a]pyridin-6-yl)-2-oxo-2,3-dihydro-1H-benzo[d]imidazol-1-yl)piperidin-1-yl)acetamid